FC1=NC=C(C(=O)OC)C(=C1)C methyl 6-fluoro-4-methylnicotinate